C(#N)C1=CC=C(CCN[C@H](C(=O)NC=2C=NC(=CC2)C=2C=NN(C2)C)C2=CC=CC=C2)C=C1 |r| (S) and (R)-2-((4-cyanophenethyl)amino)-N-(6-(1-methyl-1H-pyrazol-4-yl)pyridin-3-yl)-2-phenylacetamide